ClC1=CC2=C(N=N1)N(CC2)[C@H]2CN(CCC2)C (R)-3-chloro-7-(1-methylpiperidin-3-yl)-6,7-dihydro-5H-pyrrolo[2,3-c]pyridazine